3-(3-cyclopropyl-2-(4-(2-(dimethylamino)ethyl)-5-methylpyridin-2-yl)propanamido)-3-(4,4'-difluoro-2',5,6'-trimethyl-[1,1'-biphenyl]-3-yl)propanoic acid C1(CC1)CC(C(=O)NC(CC(=O)O)C=1C=C(C=C(C1F)C)C1=C(C=C(C=C1C)F)C)C1=NC=C(C(=C1)CCN(C)C)C